NC(CNC(OC(C)(C)C)=O)CN tert-butyl (2,3-diaminopropyl)carbamate